3-(2,6-Dichloro-3,5-dimethoxy-phenyl)-1-{6-[4-(4-ethyl-piperazin-1-yl)-phenylamino]-pyrimid-4-yl}-1-methyl-urea ClC1=C(C(=C(C=C1OC)OC)Cl)NC(N(C)C1=NC=NC(=C1)NC1=CC=C(C=C1)N1CCN(CC1)CC)=O